tert.-Butyl-3-(4-hydroxybut-2-ynoxy)propanoate C(C)(C)(C)OC(CCOCC#CCO)=O